t-butylperoxy t-butyl monocarbonate C(OOOC(C)(C)C)(OC(C)(C)C)=O